Lithium 2-[4-methyl-6-(trifluoromethyl)-3-pyridyl]acetate Lithium hydroxide [OH-].[Li+].CC1=C(C=NC(=C1)C(F)(F)F)CC(=O)[O-].[Li+]